C(CCCCCCC\C=C/CCCCCCCC)(=O)N1N=NC2=C1C=CC=C2 1-oleoylbenzotriazole